FC1=C(C=CC(=C1)N1N=C(C=C1)CO)NC1=NC=C2C=CC(=NC2=C1)N(C1CCN(CC1)C(=O)OC(C)(C)C)CCOC1OCCCC1 Tert-butyl 4-[[7-([2-fluoro-4-[3-(hydroxymethyl)pyrazol-1-yl]phenyl]amino)-1,6-naphthyridin-2-yl][2-(oxan-2-yloxy)ethyl]amino]piperidine-1-carboxylate